C(=C)C1CCC2=CC=CC=C12 1-vinyl-2,3-dihydro-1H-indene